3-chloro-5-fluoro-N-(4-piperidinylmethyl)benzamide ClC=1C=C(C(=O)NCC2CCNCC2)C=C(C1)F